ClC1=C(C(=NN1)C)NC(=O)C1=CC(=C(C=C1O[C@H](C(F)(F)F)C)NN=C(C(=O)OCC)C(C)=O)F (S)-ethyl 2-(2-(4-((5-chloro-3-methyl-1H-pyrazol-4-yl)carbamoyl)-2-fluoro-5-((1,1,1-trifluoropropan-2-yl)oxy)phenyl)hydrazono)-3-oxobutanoate